hydroxyoctanoyloxysodium OCCCCCCCC(=O)O[Na]